N,N-Dimethyl-4-((4-((1-oxoisoindolin-2-yl)methyl)-2-(trifluoromethoxy)-phenoxy)methyl)benzamide CN(C(C1=CC=C(C=C1)COC1=C(C=C(C=C1)CN1C(C2=CC=CC=C2C1)=O)OC(F)(F)F)=O)C